11β,21-dihydroxypregn-4-ene-3,18,20-trione O[C@@H]1[C@@H]2[C@]3(CCC(C=C3CC[C@H]2[C@@H]2CC[C@H](C(CO)=O)[C@]2(C1)C=O)=O)C